C(C)OC(COCC#CC1=CC2=C(N(C(N2C)=O)C2C(NC(CC2)=O)=O)C=C1)OCC 3-(5-(3-(2,2-Diethoxyethoxy)prop-1-yn-1-yl)-3-methyl-2-oxo-2,3-dihydro-1H-benzo[d]imidazol-1-yl)piperidine-2,6-dione